F[C@@H]1CN(CC[C@@H]1NC1=C2C=C(N(C2=CC=C1)CC(F)(F)F)C1=NOC(=N1)CNC(=O)C1=CN=CS1)C |r| (+/-)-N-{[3-(4-{[(3R,4S)-3-fluoro-1-methylpiperidin-4-yl]amino}-1-(2,2,2-trifluoroethyl)-1H-indol-2-yl)-1,2,4-oxadiazol-5-yl]methyl}-1,3-thiazole-5-carboxamide